Br\C=1\CCCC2=C(/C1/C1=CC=C(C=C1)C=C1CN(CC1)CCC(F)F)C=CC(=C2)C(=O)OC methyl (E)-8-bromo-9-(4-((1-(3,3-difluoropropyl)pyrrolidin-3-ylidene)methyl)phenyl)-6,7-dihydro-5H-benzo[7]annulene-3-carboxylate